2-(5-{[(1S,2S,3R)-2-fluoro-8-azabicyclo[3.2.1]octan-3-yl](methyl)amino}pyrazin-2-yl)-5-(1-methyl-1H-pyrazol-3-yl)phenol F[C@H]1[C@@H]2CCC(C[C@H]1N(C=1N=CC(=NC1)C1=C(C=C(C=C1)C1=NN(C=C1)C)O)C)N2